6-methoxy-2,4-boroxinediol methyl-2-(4-chloro-3-cyanophenyl)-3-oxobutanoate CC(C(=O)O)(C(C)=O)C1=CC(=C(C=C1)Cl)C#N.COB1OB(OB(O1)O)O